N=1C(N=CC1)=O Imidazole-2-one